FC(C=1N=CC=2N(C1)C(=CN2)C2=NC=CC(=N2)N2CC(CCC2)C(=O)N2CCNCC2)F (1-(2-(6-(Difluoromethyl)imidazo[1,2-a]pyrazin-3-yl)pyrimidin-4-yl)piperidin-3-yl)(piperazin-1-yl)methanone